N-(4-(7-Cyclobutoxy-1,3,4,5-tetrahydro-2H-benzo[c]azepin-2-yl)-2,6-dimethylphenyl)-3,3-dimethylbutanamide C1(CCC1)OC1=CC2=C(CN(CCC2)C2=CC(=C(C(=C2)C)NC(CC(C)(C)C)=O)C)C=C1